C(C)OC(=O)C(=C)N1C2=C(OC(C1)C(=O)OCC)C=CC=N2 ethyl 4-(1-ethoxy carbonylvinyl)-2,3-dihydropyrido[3,2-b][1,4]oxazine-2-carboxylate